2-(5-cyclopropyl-4-(4-(thiophen-2-yl)phenyl)thiazol-2-ylamino)-5-(trifluoromethyl)nicotinic acid C1(CC1)C1=C(N=C(S1)NC1=C(C(=O)O)C=C(C=N1)C(F)(F)F)C1=CC=C(C=C1)C=1SC=CC1